(3-cyclopropyl-1H-pyrazol-1-yl)-N-(2,4-dimethoxybenzyl)-5-nitrobenzene-sulfonamide C1(CC1)C1=NN(C=C1)C1=C(C=C(C=C1)[N+](=O)[O-])S(=O)(=O)NCC1=C(C=C(C=C1)OC)OC